7-(2-methoxyethyl)-2-(pyridin-4-yl)-5H,6H,7H-pyrazolo[1,5-a]pyrazin-4-one COCCC1CNC(C=2N1N=C(C2)C2=CC=NC=C2)=O